C(C)(C)(C)OC(=O)N1CC2=C(CC1)N(C(=N2)C(NC2=C(C(=CC=C2)Br)Cl)=O)C 2-((3-bromo-2-chlorophenyl)carbamoyl)-1-methyl-1,4,6,7-tetrahydro-5H-imidazo[4,5-c]pyridine-5-carboxylic acid tert-butyl ester